CS(=O)(=O)OCC(CCCO[Si](C1=CC=CC=C1)(C1=CC=CC=C1)C(C)(C)C)(F)F 5-((tert-butyldiphenylsilyl)oxy)-2,2-difluoropentyl methanesulfonate